2-(((1r,4r)-4-((5-(pyrazolo[1,5-a]pyridin-5-yl)-7H-pyrrolo[2,3-d]pyrimidin-2-yl)amino)cyclohexyl)oxy)ethan-1-ol N1=CC=C2N1C=CC(=C2)C2=CNC=1N=C(N=CC12)NC1CCC(CC1)OCCO